CC1=CN(C2=CC=C(C=C12)S(=O)(=O)N1CCCCC1)[C@@H](C(=O)O)C |r| (racemic)-2-[3-methyl-5-(1-piperidylsulfonyl)indol-1-yl]propanoic acid